C12CN(CC(CC1)N2)C2=CC1=C(N=C(N=C1N[C@H](C)C1=C(C(=CC=C1)C(F)F)F)C)N=C2 6-(3,8-diazabicyclo[3.2.1]oct-3-yl)-N-((R)-1-(3-(difluoromethyl)-2-fluorophenyl)ethyl)-2-methylpyrido[2,3-d]pyrimidin-4-amine